5,7-dimethyl-N-((1S*,4S)-4-(pentyloxy)cyclohexyl)pyrazolo[1,5-a]pyrimidine-3-carboxamide CC1=NC=2N(C(=C1)C)N=CC2C(=O)NC2CCC(CC2)OCCCCC